1-(4-(2-methyl-4-nitrophenoxy)piperidin-1-yl)ethan-1-one CC1=C(OC2CCN(CC2)C(C)=O)C=CC(=C1)[N+](=O)[O-]